ClC=1C(=C(NC2=NC=NC3=CC=C(C=C23)[C@@H]2CN(CC2)C(=O)OC(C)(C)C)C=CC1)F tert-butyl (3R)-3-[4-(3-chloro-2-fluoro-anilino)quinazolin-6-yl]pyrrolidine-1-carboxylate